2,3,3-trimethyloctan-4-ol CC(C)C(C(CCCC)O)(C)C